2-(3,4-dimethoxyphenyl)-1,4-dimethyl-1H-benzo[d]imidazole COC=1C=C(C=CC1OC)C1=NC2=C(N1C)C=CC=C2C